FC1CN(C1)C(CC1=C(C=C2C(=N1)N(C(N2)=O)C)C2=CC(=C(C=C2)F)C(F)(F)F)=O 2-(3-Fluoroazetidin-1-yl)-2-oxo-ethyl-6-[4-fluoro-3-(trifluoromethyl)phenyl]-3-methyl-imidazo[4,5-b]pyridin-2-one